P(=O)(OCC1(CC1)C(C(=O)NCCC(=O)NCCSC(C)=O)O)([O-])[O-].[Na+].[Na+] Sodium (1-(2-((3-((2-(acetylthio)ethyl)amino)-3-oxopropyl)-amino)-1-hydroxy-2-oxoethyl)cyclopropyl)methyl phosphate